C1CC(N=C1)C(=O)[O-] The molecule is a 1-pyrrolinecarboxylate resulting from the removal of the proton from the carboxy group of 1-pyrroline-5-carboxylic acid. It has a role as a human metabolite and a Saccharomyces cerevisiae metabolite. It is a conjugate base of a 1-pyrroline-5-carboxylic acid.